CN1N=CC2=CC(=C(C=C12)OC1=CC=C(C=C1)OCCCN1C(CCC1)=O)C(=O)N 1-methyl-6-[4-[3-(2-oxopyrrolidin-1-yl)propoxy]phenoxy]indazole-5-carboxamide